(2,2-difluorocyclopropyl)methoxyl-6-(3-fluoro-5-isobutoxy-phenyl)pyridine-3-carboxamide FC1(C(C1)COC1=NC(=CC=C1C(=O)N)C1=CC(=CC(=C1)OCC(C)C)F)F